FC(C1=CC=CC(=N1)C(=O)NC=1C(=CC=2N(C1)C=C(N2)[C@@H]2[C@H](C2)F)OCC)F |o1:20,21| 6-(difluoromethyl)-N-(7-ethoxy-2-((1R*,2S*)-2-fluorocyclopropyl)imidazo[1,2-a]pyridin-6-yl)picolinamide